FC=1C=C2N=C(C=3N(C2=CC1C(=O)O)C=NC3)NCC3=CC=C(C=C3)OC 7-fluoro-4-((4-methoxybenzyl)amino)imidazo[1,5-a]quinoxalin-8-carboxylic acid